4-(5-chloro-3-(4-methoxyphenyl)-1H-indazol-1-yl)-3-cyano-N-(methylsulfonyl)benzamide ClC=1C=C2C(=NN(C2=CC1)C1=C(C=C(C(=O)NS(=O)(=O)C)C=C1)C#N)C1=CC=C(C=C1)OC